naphthalen-1-yl (3S)-4-[N-(2-benzyl-2-azaspiro[4.5]dec-8-yl)-3-cyclohexyl-D-alanyl]-3-[(thiophen-2-ylmethyl)carbamoyl]piperazine-1-carboxylate C(C1=CC=CC=C1)N1CC2(CC1)CCC(CC2)N[C@H](CC2CCCCC2)C(=O)N2[C@@H](CN(CC2)C(=O)OC2=CC=CC1=CC=CC=C21)C(NCC=2SC=CC2)=O